C1(OC(C=2C=NC=CC21)=O)=O furo[3,4-c]pyridine-1,3-dione